FC1=C(C=CC=C1)C(C)N1CC2=NC=C(C=C2C1=O)C#N 6-[1-(2-fluorophenyl)ethyl]-5-oxo-7H-pyrrolo[3,4-b]pyridine-3-carbonitrile